((1-(4-(6-(Difluoromethyl)imidazo[1,2-b]pyridazin-3-yl)pyridin-2-yl)piperidin-3-yl)methyl)(imino)(methyl)-λ6-sulfanone FC(C=1C=CC=2N(N1)C(=CN2)C2=CC(=NC=C2)N2CC(CCC2)CS(=O)(C)=N)F